Bis(2-pentylheptyl)11-(2-(diethylamino)ethyl)-6,16-dihexyl-7,15-dioxo-8,14-dioxa-6,11,16-triazahenicosanedioate C(CCCC)C(COC(CCCCN(C(OCCN(CCOC(N(CCCCC(=O)OCC(CCCCC)CCCCC)CCCCCC)=O)CCN(CC)CC)=O)CCCCCC)=O)CCCCC